N-((2-(2,6-dioxopiperidin-3-yl)-1-oxoisoindolin-5-yl)methyl)-5-methoxy-1H-indole-2-carboxamid O=C1NC(CCC1N1C(C2=CC=C(C=C2C1)CNC(=O)C=1NC2=CC=C(C=C2C1)OC)=O)=O